ClC1=CC(=C(OC=2C(=NC(=NC2)N)N)C=C1C)C(C)C 5-(4-Chloro-2-isopropyl-5-methyl-phenoxy)-pyrimidine-2,4-diamine